(3aR,5s,6aS)-N-(6-Chloropyridazin-3-yl)octahydrocyclopenta[c]pyrrol-5-amine ClC1=CC=C(N=N1)NC1C[C@@H]2[C@@H](CNC2)C1